C(N)(=O)CN(C=1C2=C(C(=NC1)OC)N=C(S2)[NH-])C [7-(carbamoylmethyl-methyl-amino)-4-methoxy-thiazolo[4,5-c]pyridin-2-yl]-amid